butan-2-yl-methacrylat CC(CC)OC(C(=C)C)=O